C1(CC1)C#C[C@@]1(NC(NC2=CC(=C(C=C12)F)CN1N=C2C(=C1)COCC2)=O)C(F)(F)F (S)-4-(cyclopropylethynyl)-7-((6,7-dihydropyrano[4,3-c]pyrazol-2(4H)-yl)methyl)-6-fluoro-4-(trifluoromethyl)-3,4-dihydroquinazolin-2(1H)-one